COC1=C(C=CC(=C1)CNC(CCCCCCC(C)C)=O)[O-] 2-methoxy-4-{[N-(8-methyl-1-oxononyl)amino]methyl}phenolate